N1CNC=2C=NC=CC21 dihydro-1H-imidazo[4,5-c]pyridin